3-Chloro-4-[5-[(2-chloro-4-fluoro-6-nitrophenyl)amino]-1,3-dimethyl-1H-pyrazol-4-yl]benzonitrile ClC=1C=C(C#N)C=CC1C=1C(=NN(C1NC1=C(C=C(C=C1[N+](=O)[O-])F)Cl)C)C